C(C=C)(=O)N1CCN(CC1)C1=NC(=C(C=2CN(CCC12)CC1=CC=CC=C1)C#N)Cl 1-(4-acryloylpiperazin-1-yl)-6-benzyl-3-chloro-5,6,7,8-tetrahydro-2,6-naphthyridine-4-carbonitrile